COC(C1=C(C=C(C(=O)OC)C=C1)NC(=O)N)=O.CSC(C(=O)N1C(CCCC1)C=1NC(=CN1)C1=C(C=CC=C1)C(F)(F)F)C 2-(Methylsulfanyl)-1-(2-(5-(2-(trifluoromethyl)phenyl)-1H-imidazol-2-yl)piperidin-1-yl)propan-1-one Dimethyl-2-ureidoterephthalate